(2-[3-(triethoxysilyl)propoxy]-5-hydroxyphenyl)triphenylphosphonium bromide [Br-].C(C)O[Si](CCCOC1=C(C=C(C=C1)O)[P+](C1=CC=CC=C1)(C1=CC=CC=C1)C1=CC=CC=C1)(OCC)OCC